2,6-dihydroxy-3-nitro-benzaldehyde OC1=C(C=O)C(=CC=C1[N+](=O)[O-])O